CNC1=C(C=NC2=C(C=CC=C12)OC(F)(F)F)[N+](=O)[O-] N-methyl-3-nitro-8-(trifluoromethoxy)quinolin-4-amine